N1(CCC1)C=1C=C2C(=CC=NC2=CC1)NC1=NC=C(C(=O)NC2=CC=C(C=C2)NC2=CC(=NC=C2)C)C=C1 6-(6-(azetidin-1-yl)quinolin-4-ylamino)-N-(4-(2-methylpyridin-4-ylamino)phenyl)nicotinamide